6-(4-Fluoro-1-((3'-fluoro-[1,1'-biphenyl]-4-yl)methyl)-1H-indol-7-carboxamido)spiro[3.3]-heptan FC1=C2C=CN(C2=C(C=C1)C(=O)NC1CC2(CCC2)C1)CC1=CC=C(C=C1)C1=CC(=CC=C1)F